4-[(1ξ)-1-aminoethyl]-6-[ethyl(methyl)amino]-2-[6-(4-ethyl-4H-1,2,4-triazol-3-yl)pyridin-2-yl]-2,3-dihydro-1H-pyrrolo[3,4-c]pyridin-1-one NC(C)C1=NC(=CC2=C1CN(C2=O)C2=NC(=CC=C2)C2=NN=CN2CC)N(C)CC